1-benzyl 4-(tert-butyl) 2-(2-oxoethyl)piperazine-1,4-dicarboxylate O=CCC1N(CCN(C1)C(=O)OC(C)(C)C)C(=O)OCC1=CC=CC=C1